C1(=CC=CC=C1)[C@@H](C)OC(=O)C(CC=CC=CC=CC)=CC undeca-2,4,6,9-tetraene-9-carboxylic Acid (R)-1-phenyl-ethyl Ester